NC=1C=C(C=C(C1)N)CC(=O)Br 3,5-diaminophenylacetyl bromide